1-Methyl-4-[1-(3-nitrophenyl)pyrazol-4-yl]piperazine CN1CCN(CC1)C=1C=NN(C1)C1=CC(=CC=C1)[N+](=O)[O-]